[4-(6-amino-4-methyl-pyridazin-3-yl)-piperidin-1-yl]-[5-(4-fluoro-phenoxy)-4-methoxy-pyridin-2-yl]-methanone NC1=CC(=C(N=N1)C1CCN(CC1)C(=O)C1=NC=C(C(=C1)OC)OC1=CC=C(C=C1)F)C